C(C)(C)(C)OC(=O)N1CCN(CC1)C1=C(C=C(C=C1)C1=CCCC2=CC(=CC=C12)OC)F.O1N=C(N=C1)C=1C=C(C=NC1)C(C)=O 5-(1,2,4-oxadiazolyl)(3-pyridinyl)ethanone tert-Butyl-4-(2-fluoro-4-(6-methoxy-3,4-dihydronaphthalen-1-yl)phenyl)piperazine-1-carboxylate